2-chloro-4-(trifluoromethoxy)-phenoxyacetic acid ClC1=C(OCC(=O)O)C=CC(=C1)OC(F)(F)F